CNC(=O)CCO[C@H]1[C@@H](O[C@@H]([C@H]1O)CO)N1C(=O)NC(=O)C=C1 2'-O-[2-(N-methylcarbamoyl)ethyl]uridine